NC=1C=C(C=NC1)C1=NC(=NC=C1C1=CC(=C(C=C1)OC1=NC=CC(=N1)C)F)NC=1C=NN(C1)C (5-Aminopyridin-3-yl)-5-(3-fluoro-4-((4-methylpyrimidin-2-yl)oxy)phenyl)-N-(1-methyl-1H-pyrazol-4-yl)pyrimidin-2-amine